(R)-2,2-dimethyl-N'-(((S)-2-methyl-2,4,5,6-tetrahydro-1H-cyclobuta[f]inden-3-yl)carbamoyl)-2,3-dihydropyrazolo[5,1-b]oxazole-7-sulfonimidamide CC1(CN2C(O1)=C(C=N2)[S@@](=O)(N)=NC(NC2=C1C(=CC=3CCCC23)C[C@@H]1C)=O)C